C(C1=CC=CC=C1)(C1=CC=CC=C1)N1CCC(CC1)C(O)C1=CC=C(C=C1)OC (1-benzhydryl-piperidin-4-yl)(4-methoxyphenyl)methanol